1,3-dioxoisoindolin-2-yl 2-fluoro-8,8-dimethyl-7,8-dihydro-6H-cyclopenta[e]pyrazolo[1,5-a]pyrimidine-6-carboxylate FC1=NN2C(N=CC3=C2C(CC3C(=O)ON3C(C2=CC=CC=C2C3=O)=O)(C)C)=C1